Methyl 3-fluoro-3-(pyridin-2-yl)cyclobutane-1-carboxylate FC1(CC(C1)C(=O)OC)C1=NC=CC=C1